C(C)(C)(C)OC(C(=NO)N)C=1C(=C2C(=NC1C)N(C(=C2C)C)CC=2C=NN(C2)C)C2=CC=C(C=C2)Cl 2-(tert-butoxy)-2-(4-(4-chlorophenyl)-2,3,6-trimethyl-1-((1-methyl-1H-pyrazol-4-yl)methyl)-1H-pyrrolo[2,3-b]pyridin-5-yl)-N'-hydroxyacetamidine